OC[C@H]1CN([C@@H](O1)C(F)(F)F)C1=CC(=C(C#N)C=C1)C(F)(F)F 4-((2S,5R)-5-(Hydroxymethyl)-2-(trifluoromethyl)oxazolidin-3-yl)-2-(trifluoromethyl)benzonitril